4-(5-bromo-3-(4-(5-(difluoromethyl)-1,3,4-oxadiazol-2-yl)-2-fluorobenzyl)-2-oxo-2,3-dihydro-1H-benzo[d]imidazol-1-yl)piperidine-1-carboxylic acid tert-butyl ester C(C)(C)(C)OC(=O)N1CCC(CC1)N1C(N(C2=C1C=CC(=C2)Br)CC2=C(C=C(C=C2)C=2OC(=NN2)C(F)F)F)=O